OC1=C(C=C(C=C1)/C=C/C(=O)C1=CC=C(C=C1)OCCOC)[N+](=O)[O-] (E)-3-(4-Hydroxy-3-nitrophenyl)-1-[4-(2-methoxyethoxy)phenyl]prop-2-en-1-one